6-((1-(6-(4-fluoro-1H-pyrazol-1-yl)pyridin-3-yl)ethyl)(methyl)amino)pyridine FC=1C=NN(C1)C1=CC=C(C=N1)C(C)N(C1=CC=CC=N1)C